N,N-bis[(4-methoxyphenyl)methyl]-1-(oxan-2-yl)-1H-pyrazole-3-sulfonamide COC1=CC=C(C=C1)CN(S(=O)(=O)C1=NN(C=C1)C1OCCCC1)CC1=CC=C(C=C1)OC